bis(2-iodoethyl)carbamic acid benzyl ester C(C1=CC=CC=C1)OC(N(CCI)CCI)=O